NC1=C(C(=NN1CC1C(CCC1)N(C(=O)N1N=CN=C1)C)C1=CC=C(C=C1)CNC(C1=C(C=CC(=C1)F)OC)=O)C(N)=O N-(2-((5-amino-4-carbamoyl-3-(4-((5-fluoro-2-methoxybenzamido)methyl)phenyl)-1H-pyrazol-1-yl)methyl)cyclopentyl)-N-methyl-1H-1,2,4-triazole-1-carboxamide